C(CC)OC(CCCC\C=C/CCO)OCCC (3Z)-9,9-dipropoxy-3-nonen-1-ol